COC=1C=CC(=C(C1)O)C1=NN=C(C=2N1N=C(C2)C)N[C@H]2CN(CCC2)C 5-methoxy-2-(2-methyl-4-{[(3R)-1-methylpiperidin-3-yl]amino}pyrazolo[1,5-d][1,2,4]triazin-7-yl)phenol